OC(C(C)(C=1C=NN(C1)CC(F)(F)F)C)C1=CC=C(C=N1)NC(OC(C)(C)C)=O Tert-butyl (6-(1-hydroxyl-2-methyl-2-(1-(2,2,2-trifluoroethyl)-1H-pyrazol-4-yl)propyl)pyridin-3-yl)carbamate